propargyl vinyl-sulphonate C(=C)S(=O)(=O)OCC#C